C(C)OC(=O)C1=NC=C(N=C1N1CCC(CC1)(C)NC(=O)OC(C)(C)C)C 3-(4-((t-butoxycarbonyl)amino)-4-methylpiperidin-1-yl)-5-methylpyrazine-2-carboxylic acid ethyl ester